C(C)(C)(C)OC(=O)N[C@@H](CC1=CC=C(C=C1)NC(NC1=C(C(=O)OC)C=CN=C1)=O)C(=O)OC methyl (S)-3-(3-(4-(2-((tert-butoxycarbonyl)amino)-3-methoxy-3-oxopropyl)phenyl)ureido)isonicotinate